N-((2S)-2-((1,3-dimethyl-4-(7-methyl-1-(tetrahydro-2H-pyran-2-yl)-3-vinyl-1H-pyrazolo[3,4-c]pyridin-5-yl)-1H-pyrazol-5-yl)oxy)propyl)-2,2,2-trifluoro-N-methylacetamide CN1N=C(C(=C1O[C@H](CN(C(C(F)(F)F)=O)C)C)C=1C=C2C(=C(N1)C)N(N=C2C=C)C2OCCCC2)C